FC1([C@H](C=2C(=NN(C2CC1)CCC(C(=O)OC)C)C(F)(F)F)OC(C1=CC=CC=C1)=O)F benzoic acid [(4S)-5,5-difluoro-1-(4-methoxy-3-methyl-4-oxobutyl)-3-(trifluoromethyl)-6,7-dihydro-4H-indazol-4-yl] ester